(3S)-N-[5-(2-chloro-6-methyl-4-pyridyl)-4-(3-cyanophenyl)thiazol-2-yl]-3-(hydroxymethyl)piperazine-1-carboxamide ClC1=NC(=CC(=C1)C1=C(N=C(S1)NC(=O)N1C[C@H](NCC1)CO)C1=CC(=CC=C1)C#N)C